O=C1NC(CCC1N1CC2=CC=C(C=C2C1=O)NCC(=O)NC1=CC=CC=C1)=O 2-[[2-(2,6-dioxo-3-piperidinyl)-3-oxo-isoindolin-5-yl]amino]-N-phenyl-acetamide